The molecule is a member of the class of quinazolines carrying 2-fluoro-4-methyl-5-hydroxyanilino and benzyloxy substituents at positions 4 and 7 respectively. It has a role as a vascular endothelial growth factor receptor antagonist. It is a benzyl ether, an aromatic ether, a member of quinazolines, a secondary amino compound, a substituted aniline, a halophenol, a member of monofluorobenzenes, an organic cation and a fluorophenol. It is a conjugate base of a ZM 323881(1+). CC1=CC(=C(C=C1O)NC2=NC=NC3=C2C=CC(=C3)OCC4=CC=CC=C4)F